tert-Butyl (3-cyano-7-fluoro-4-(5-fluoro-3-(4-(methyl-d3)octahydro-1H-pyrrolo[3,2-b]pyridin-1-yl)-7,9-dihydrofuro[3,4-f]quinazolin-6-yl)thieno[3,2-c]pyridin-2-yl)carbamate C(#N)C1=C(SC2=C1C(=NC=C2F)C=2C1=C(C=3C=NC(=NC3C2F)N2CCC3N(CCCC32)C([2H])([2H])[2H])COC1)NC(OC(C)(C)C)=O